(2R,3R,4R,5S)-3,4,5-tris(benzyloxy)-2-((benzyloxy)methyl)piperidine 3,4,4-trifluorobut-3-en-1-yl-2-(3,5-diphenyl-1H-pyrazol-1-yl)propanoate FC(CCOC(C(C)N1N=C(C=C1C1=CC=CC=C1)C1=CC=CC=C1)=O)=C(F)F.C(C1=CC=CC=C1)O[C@@H]1[C@H](NC[C@@H]([C@H]1OCC1=CC=CC=C1)OCC1=CC=CC=C1)COCC1=CC=CC=C1